CC([C@H](C)NC(C)=O)C (S)-1,1-dimethyl-2-acetamido-propane